4-((2,4-dichloro-5-methoxyphenyl)amino)-7-(3-(4-(9-((2-(2,6-dioxopiperidin-3-yl)-1-oxoisoindolin-4-yl)amino)nonanoyl)piperazin-1-yl)propoxy)-6-methoxyquinoline-3-carbonitrile ClC1=C(C=C(C(=C1)Cl)OC)NC1=C(C=NC2=CC(=C(C=C12)OC)OCCCN1CCN(CC1)C(CCCCCCCCNC1=C2CN(C(C2=CC=C1)=O)C1C(NC(CC1)=O)=O)=O)C#N